N4-cyclopropyl-3-methyl-N6-[1-(2-methylsulfonylethyl)indazol-4-yl]-1-(2-trimethylsilylethoxy-methyl)pyrazolo[3,4-d]pyrimidine-4,6-diamine C1(CC1)NC1=C2C(=NC(=N1)NC1=C3C=NN(C3=CC=C1)CCS(=O)(=O)C)N(N=C2C)COCC[Si](C)(C)C